BrC=1C=C(C=C(C1)Cl)NC(=O)NC1=CC(=NC(=C1)Cl)Cl 1-(3-bromo-5-chlorophenyl)-3-(2,6-dichloropyridin-4-yl)urea